Cl.Cl.NC=1SC(SC1)N 2,5-diamino-1,4-dithiol dihydrochloride